ClC=1C=CC(=C(C#N)C1)OCCOC1=CC(=NC=C1)C1=CC=NN1C 5-chloro-2-(2-((2-(1-methyl-1H-pyrazol-5-yl)pyridin-4-yl)oxy)ethoxy)benzonitrile